ClC=1C=CC2=C(CC(O2)C(=O)O)C1 5-chloro-2,3-dihydrobenzofuran-2-carboxylic acid